5-chloro-6-fluoro-4-[8-fluoro-2-{[(2R,7aS)-2-fluorotetrahydro-1H-pyrrolizin-7a(5H)-yl]methoxy}-4-(2-hydroxy-2-methylpropyl)pyrido[4,3-d]pyrimidin-7-yl]naphthalen-2-ol ClC1=C2C(=CC(=CC2=CC=C1F)O)C1=C(C=2N=C(N=C(C2C=N1)CC(C)(C)O)OC[C@]12CCCN2C[C@@H](C1)F)F